3-cyclopropyl-N-(1,3-diazinan-2-ylidene)-4-({3-[(4-methylpentyl)oxy]phenyl}amino)benzamide C1(CC1)C=1C=C(C(=O)N=C2NCCCN2)C=CC1NC1=CC(=CC=C1)OCCCC(C)C